3-(1-cyclopropyl)-5,6-dimethyl-7-[(1-methylcyclopropyl)methyl]-[1,2,4]triazolo[4,3-a]pyrazin-8-one C1(CC1)C1=NN=C2N1C(=C(N(C2=O)CC2(CC2)C)C)C